N-(3-(6-formylquinolin-2-yl)oxetan-3-yl)-N,2-dimethylpropane-2-sulfinamide C(=O)C=1C=C2C=CC(=NC2=CC1)C1(COC1)N(S(=O)C(C)(C)C)C